BrC1=CC(=C2C=C(NC2=C1)C(=O)N1CC(CCC1)C(=O)NC)F 1-[(6-bromo-4-fluoro-1H-indol-2-yl)carbonyl]-N-methyl-3-piperidinecarboxamide